C1(=CC=CC=C1)[SiH](C1=CC=CC=C1)[Hf+](C1(C=CC=C1)CCC)C1(C=CC=C1)CCC Diphenylsilylbis(n-propylcyclopentadienyl)hafnium (IV)